C(C)C=1C(NC2=C(C(=CC=C2N1)CN1CCC(=CC1)C=1C=NC2=C(N=CC=C2C1)NC)F)=O 3-ethyl-8-fluoro-7-((4-(8-(methylamino)-1,7-naphthyridin-3-yl)-3,6-dihydropyridin-1(2H)-yl)methyl)quinoxalin-2(1H)-one